C1(=CC=CC=C1)C=1OC2=C(N1)C=CC(=C2)NC(=O)NC2=CC(=CC=C2)C(F)(F)F 1-(2-phenylbenzo[d]oxazol-6-yl)-3-(3-(trifluoromethyl)phenyl)urea